tert-Butyl-2-(2-fluorophenoxy)-N-iso-pentyl-1H-imidazole-1-carboxamide C(C)(C)(C)C=1N=C(N(C1)C(=O)NCCC(C)C)OC1=C(C=CC=C1)F